(1-(benzo[b]thiophen-4-yl)cyclopropyl)methylamine S1C2=C(C=C1)C(=CC=C2)C2(CC2)CN